N1C=NC2=C1C=CC(=C2)N2C(NCC2C2=CC(=CC=C2)C2=CC=CC=C2)=O 1-(1H-benzo[d]imidazol-5-yl)-5-(3-phenylphenyl)imidazolidin-2-one